FC(=C[C@H]1C[C@]2(CCCN2C1)CO)F ((2R,7aR)-2-(2,2-difluorovinyl)tetrahydro-1H-pyrrolizin-7a(5H)-yl)methanol